1,3,4,6-tetra-O-acetyl-β-D-glucosamine hydrochloride Cl.C(C)(=O)O[C@H]1[C@H](N)[C@@H](OC(C)=O)[C@H](OC(C)=O)[C@H](O1)COC(C)=O